BrC=1C(=NC(=NC1)SC)C=1N(C(=CN1)C)NC1=C(C=CC=C1Cl)Cl 2-(5-bromo-2-(methylthio)pyrimidine-4-yl)-N-(2,6-dichlorophenyl)-5-methyl-1H-imidazole-1-amine